C(C)(C)(C)OC(=O)N[C@@H]1C(N2[C@@H](CCSC1)CC[C@H]2C(=O)O)=O (5R,8S,10aR)-5-((tert-butoxycarbonyl)amino)-6-oxooctahydro-4H-pyrrolo[2,1-d][1,5]thiazocine-8-carboxylic Acid